2-((2-(4-methylpiperazin-1-yl)benzyl)amino)-4-phenylbutyramide CN1CCN(CC1)C1=C(CNC(C(=O)N)CCC2=CC=CC=C2)C=CC=C1